NCCCC(=O)NCCNCC=1C=CC(=NC1)C(=O)NC=1C(=C(C=CC1)C1=C(C(=CC=C1)NC(C1=NC=C(C=C1)CNC[C@H]1NC(CC1)=O)=O)Cl)C (S)-5-(((2-(4-aminobutanamido)ethyl)amino)methyl)-N-(2'-chloro-2-methyl-3'-(5-((((5-oxopyrrolidin-2-yl)methyl)amino)methyl)picolinamido)-[1,1'-biphenyl]-3-yl)picolinamide